BrC=1C=C2C(=NN(C(C2=CC1)=O)CC(=O)NC1=NC=C(C=N1)F)C(F)F 2-[6-bromo-4-(difluoromethyl)-1-oxophthalazin-2-yl]-N-(5-fluoropyrimidin-2-yl)acetamide